N-(cyanomethyl)-8-(4,4-difluorocyclohex-1-en-1-yl)quinoline-3-carboxamide C(#N)CNC(=O)C=1C=NC2=C(C=CC=C2C1)C1=CCC(CC1)(F)F